N[C@H]1CS(C2=C(N(C1=O)CC1=CC=C(C=C1)Cl)C=C(C(=C2)F)C2=CN=NC(=C2)OC(C)C)(=O)=O (3R)-3-amino-5-[(4-chlorophenyl)methyl]-8-fluoro-7-(6-isopropoxypyridazin-4-yl)-1,1-dioxo-2,3-dihydro-1λ6,5-benzothiazepin-4-one